3-[4-[7-isopropoxy-6-[[6-(trifluoromethyl)pyridine-2-carbonyl]amino]imidazo[1,2-a]pyridin-2-yl]-1-piperidyl]propanoic acid trifluoroacetic acid salt FC(C(=O)O)(F)F.C(C)(C)OC1=CC=2N(C=C1NC(=O)C1=NC(=CC=C1)C(F)(F)F)C=C(N2)C2CCN(CC2)CCC(=O)O